C1(=CCCCC1)C=1N=CC(=NC1)N1CCC2(CC1)[C@@H](C1=CC=C(C=C1C2)C(C)C)N (S)-1'-(5-(cyclohex-1-en-1-yl)pyrazin-2-yl)-5-isopropyl-1,3-dihydrospiro[indene-2,4'-piperidin]-1-amine